C[C@@]1([C@H](O)[C@H](O)[C@@H](CO)O1)N1C(=O)NC(=O)C=C1 methyl-uridine